di(3,4-difluorophenyl) phenylphosphonate C1(=CC=CC=C1)P(OC1=CC(=C(C=C1)F)F)(OC1=CC(=C(C=C1)F)F)=O